6-(3,5-diaminobenzamido)hexanoic acid 2-(trimethylsilyl)ethyl ester C[Si](CCOC(CCCCCNC(C1=CC(=CC(=C1)N)N)=O)=O)(C)C